[Li].CS(=O)(=O)NC1=C(C(=C(C=C1)C1=CC(=C(N)C=C1)F)S(=O)(=O)C)F dimethyl-sulfonyl-3,3'-difluorobenzidine lithium